naphthalene-1,2,5,6-tetramine C=1(C(=CC=C2C(=C(C=CC12)N)N)N)N